Cl.NCCCN1CCCCC1 1-(3-aminopropyl)piperidin-hydrochloride